C1CCC2C(C1)C3=C(N2)CCCC3 decahydrocarbazole